tert-butyl N-[cis-3-[(3S)-3-(3,5-difluorophenyl)isoxazolidine-2-carbonyl]cyclobutyl]carbamate FC=1C=C(C=C(C1)F)[C@H]1N(OCC1)C(=O)[C@H]1C[C@H](C1)NC(OC(C)(C)C)=O